2-[6-[[4-(trifluoromethylsulfonimidoyl)phenyl]methyl]-2-azaspiro[3.3]heptane-2-carbonyl]-2,5-diazaspiro[3.5]nonan-6-one FC(S(=O)(=N)C1=CC=C(C=C1)CC1CC2(CN(C2)C(=O)N2CC3(C2)NC(CCC3)=O)C1)(F)F